1-isopropyl-N-(1-(4-(1-methyl-6-oxo-1,6-dihydropyrimidin-5-yl)phenyl)cyclopropyl)-1H-pyrazolo[3,4-d]pyrimidine-6-carboxamide C(C)(C)N1N=CC=2C1=NC(=NC2)C(=O)NC2(CC2)C2=CC=C(C=C2)C2=CN=CN(C2=O)C